2,4,6-Tripropyl-1,3,5,2,4,6-trioxatriphosphinane C(CC)P1OP(OP(O1)CCC)CCC